The molecule is a 3-hydroxyoctadecanoic acid in which the chiral centre has S configuration. It is an enantiomer of a (R)-3-hydroxyoctadecanoic acid. CCCCCCCCCCCCCCC[C@@H](CC(=O)O)O